OCC(C)S(=O)(=O)N 1-hydroxypropane-2-sulfonamide